ONC1=NC(N([C@H]2[C@H](O)[C@H](O)[C@@H](CO)O2)C=C1C)=O N4-hydroxy-5-methylcytidine